C(C)C1=NN(C=2CN(C(CC21)=O)C)C=2C=CC=C1C=C(N=CC21)C=2C=CC(=NC2)C(=O)[O-].[Li+] Lithium 5-(8-(3-ethyl-6-methyl-5-oxo-4,5,6,7-tetrahydro-1H-pyrazolo[3,4-c]pyridin-1-yl)isoquinolin-3-yl)picolinate